4-Chloro-6-iodo-1-methyl-1H-pyrazolo[3,4-d]pyrimidine ClC1=C2C(=NC(=N1)I)N(N=C2)C